FC1=C(C=CC(=C1)S(=O)(=O)Cl)C1=CC=CC=C1 fluoro-[1,1'-biphenyl]-4-sulfonyl chloride